ClC=1C(=C2C=NNC2=C(C1F)OCC)C1=CC=C2C(=N1)SC(=N2)NC(=O)C2C(C2)F N-(5-(5-chloro-7-ethoxy-6-fluoro-1H-indazol-4-yl)thiazolo[5,4-b]pyridin-2-yl)-2-fluorocyclopropane-1-carboxamide